C[C@@H]([C@H]1CC[C@@H]2[C@@]1(CC[C@H]3[C@]24C=C[C@@]5([C@@]3(CC[C@@H](C5)O)C)OO4)C)[C@H]6C[C@@H]6[C@H](C)C(C)C The molecule is a 3beta-sterol that consists of 24-methylcholest-6-en-3beta-ol with a peroxy group between positions 5 and 8 and a methylene group between positions 22 and 23. An antineoplastic agent isolated from Sinularia sp. It has a role as a metabolite and an antineoplastic agent. It is an organic peroxide, a member of cyclopropanes and a 3beta-sterol.